CC1(CCC(CC1)N)O trans-4-amino-1-methylcyclohexanol